ClC=1C=CC=C2C(C=C(OC12)C(=O)NCC=1N=C2N(C=C(C=C2)CNCC2CCCCC2)C1)=O 8-chloro-N-[(6-{[(cyclohexyl-methyl)amino]methyl}imidazo[1,2-a]pyridin-2-yl)methyl]-4-oxo-4H-chromene-2-carboxamide